The molecule is the dihydrate of the anhydrous form of cidofovir. A nucleoside analogue, it is an injectable antiviral used for the treatment of cytomegalovirus (CMV) retinitis in AIDS patients. It has a role as an antiviral drug and an antineoplastic agent. It contains a member of cidofovir anhydrous. C1=CN(C(=O)N=C1N)C[C@@H](CO)OCP(=O)(O)O.O.O